BrC=1C=CC(=C(C1)C)Cl 5-bromo-2-chloro-1-methylbenzene